C(C1=CC=CC=C1)OC1=NC(=CC=C1N1C(C2=CC=CC(=C2C1)N([C@@H]1CC[C@@H](OC1)CNC(OCC1=CC=CC=C1)=O)CCC1CC1)=O)OCC1=CC=CC=C1 benzyl N-{[(2R,5R)-5-({2-[2,6-bis(benzyloxy)pyridin-3-yl]-1-oxo-3H-isoindol-4-yl}(2-cyclopropylethyl)amino)oxan-2-yl]methyl}carbamate